tert-butyl 7-{2-[(4-aminophenyl)amino]-5H,6H,7H,8H-pyrido[3,4-d]pyrimidin-7-yl}-8-methyl-1H,2H,3H-pyrido[2,3-b][1,4]oxazine-1-carboxylate NC1=CC=C(C=C1)NC=1N=CC2=C(N1)CN(CC2)C2=C(C1=C(OCCN1C(=O)OC(C)(C)C)N=C2)C